7-((2,2-difluoroethyl)amino)-4-(4-methoxybenzyl)-6-(1-((trifluoromethyl)sulfonyl)-5,6,8,9-tetrahydro-1H-oxazepino[4',5':4,5]benzo[1,2-d]imidazol-2-yl)thieno[3,2-b]pyridin-5(4H)-one FC(CNC=1C2=C(N(C(C1C1=NC3=C(N1S(=O)(=O)C(F)(F)F)C=C1C(=C3)CNOCC1)=O)CC1=CC=C(C=C1)OC)C=CS2)F